5-(4-(((3-((3-((2,6-Dimethylphenyl)amino)-1-methyl-1H-pyrazolo[3,4-d]pyrimidin-6-yl)amino)benzyl)amino)methyl)piperidin-1-yl)-2-(2,6-dioxopiperidin-3-yl)isoindoline-1,3-dione CC1=C(C(=CC=C1)C)NC1=NN(C2=NC(=NC=C21)NC=2C=C(CNCC1CCN(CC1)C=1C=C3C(N(C(C3=CC1)=O)C1C(NC(CC1)=O)=O)=O)C=CC2)C